4-METHOXY-3-(N,N-DIETHYLSULFAMOYL)PHENYLBORONIC ACID COC1=C(C=C(C=C1)B(O)O)S(N(CC)CC)(=O)=O